FC=1C=CC=2C=3N(C(=NC2C1)N[C@@H]1C(NCC1)=O)N=C(N3)C3=CC(=CC=C3)OC (3S)-3-{[8-fluoro-2-(3-methoxyphenyl)[1,2,4]triazolo[1,5-c]quinazolin-5-yl]amino}pyrrolidin-2-one